(1R,3S)-3-(3-(2-(2-((E)-(cyclohexylimino)methyl)-3-hydroxy-5-methoxyphenoxy)acetamido)-1H-pyrazol-5-yl)cyclopentyl isopropylcarbamate C(C)(C)NC(O[C@H]1C[C@H](CC1)C1=CC(=NN1)NC(COC1=C(C(=CC(=C1)OC)O)/C=N/C1CCCCC1)=O)=O